S1C(=CC=C1C=1OC2=C(N1)C=C(C=C2)C(C)(C)C)C=2OC1=C(N2)C=C(C=C1)C(C)(C)C 2,2'-(2,5-thiophenediyl)-bis(5-tert-butylbenzoxazole)